N-((3-fluorophenyl)(methyl)(oxo)-λ6-sulfaneylidene)-4-((5-(trifluoromethyl)-1,2,4-oxadiazol-3-yl)methyl)benzamide FC=1C=C(C=CC1)S(=NC(C1=CC=C(C=C1)CC1=NOC(=N1)C(F)(F)F)=O)(=O)C